amino-2-methoxy-3-((4-nitrophenoxy)methyl)isoindolin-1-one NC1(N(C(C2=CC=CC=C12)=O)OC)COC1=CC=C(C=C1)[N+](=O)[O-]